NC=1C(=C(C=C2C=C(N=CC12)NC(=O)C1C(C1C1=CN=CN1C)CC)C=1C=NC=C(C1C)N)F trans-N-(8-amino-6-(5-amino-4-methylpyridin-3-yl)-7-fluoroisoquinolin-3-yl)-2-ethyl-3-(1-methyl-1H-imidazol-5-yl)cyclopropane-1-carboxamide